n-dodecyl propiolate C(C#C)(=O)OCCCCCCCCCCCC